OC1C(C(C=2C(C3(C(C(C12)=O)(C)O)CC3)(C)O)O)(C)COC(C)=O.NC3C(CC(CC3)N)C(C)(C)C 1,4-diamino-2-tert-butyl-cyclohexane (1',3',4',6'-tetrahydroxy-2',4',6'-trimethyl-7'-oxo-1',2',3',4',6',7'-hexahydrospiro[cyclopropane-1,5'-inden]-2'-yl)methyl-acetate